2-pyridyl-4,6-dihydrofuro[3,4-c]pyrazole-3-carbonitrile N1=C(C=CC=C1)C1OCC2=NNC(=C21)C#N